ClC=1C=C(C=CC1F)NC(=O)N1CC=2N(CC1)N=CC2C(=O)NC2(CC2)C=2C=C(C(=O)O)C=CC2 3-(1-{5-[(3-chloro-4-fluorophenyl)carbamoyl]-4H,5H,6H,7H-pyrazolo[1,5-a]pyrazine-3-amido}cyclopropyl)benzoic acid